2-(2,3-dihydro-1H-inden-2-yl)-N-((1R,2R)-1-hydroxy-1-(pyridin-3-yl)-3-(pyrrolidin-1-yl)propan-2-yl)acetamide C1C(CC2=CC=CC=C12)CC(=O)N[C@@H]([C@@H](C=1C=NC=CC1)O)CN1CCCC1